2-(4-methoxybenzyl)-8-(3-(trifluoromethyl)phenyl)-1,3,4,12a-tetrahydrobenzo[e]pyrazino[1,2-a][1,4]diazepine-6,12(2H,11H)-dione 2,2,2-trifluoroacetate FC(C(=O)O)(F)F.COC1=CC=C(CN2CC3N(C(C4=C(NC3=O)C=CC(=C4)C4=CC(=CC=C4)C(F)(F)F)=O)CC2)C=C1